C(CCCCCC)OCOCCCC(CC(CC(CC(CC(CC(CCCCl)C)C)C)C)C)C 17-chloro-4,6,8,10,12,14-hexamethylheptadecyl heptyloxymethyl ether